CC=1C=CC(=C(C1)O)C=1N=NC(=C2C1SC=C2)N[C@H]2CNCCC2 (R)-5-methyl-2-(4-(piperidin-3-ylamino)thieno[2,3-d]Pyridazin-7-yl)phenol